C(C)S(=O)(=O)C=1C=C2C(=NC1C1=NC=3C(=NC=C(C3)C(F)(F)F)N1C)N(C(N2C)=O)C 6-ethylsulfonyl-1,3-dimethyl-5-[3-methyl-6-(trifluoromethyl)imidazo[4,5-b]pyridine-2-yl]imidazo[4,5-b]pyridine-2-one